C(=O)(O)CN(C)C(NC)=NSC[C@H](C(=O)O)NC(C)=O (2S)-3-{[{[(carboxy-methyl)(methyl)-amino](methylamino)-methylidene}amino]-sulfanyl}-2-acetamido-propanoic acid